NC1=NC=2C=C(C(=CC2C2=C1COC2)C(=O)N(C)[C@@H]2COC1=C2C=CC(=C1)C#CC=1C=NN(C1C)C)Cl (S)-4-amino-7-chloro-N-(6-((1,5-dimethyl-1H-pyrazol-4-yl)ethynyl)-2,3-dihydrobenzofuran-3-yl)-N-methyl-1,3-dihydrofuro[3,4-c]quinoline-8-carboxamide